C(C)[C@H]1OC2=C(C=NC=3C=CC=CC23)CN(C1)CC1=C(C=CC(=C1)C)CC(C(=O)O)(C)C 3-((((R)-2-ethyl-2,3-dihydro-[1,4]oxazepino[6,7-c]quinolin-4(5H)-yl)methyl)-4-methylphenyl)-2,2-dimethylpropanoic Acid